7-(7-(((S)-1-((2S,4R)-2-(((4H-chromeno[3,4-d]thiazol-7-yl)methyl)formamido)-4-hydroxypyrrolidin-1-yl)-3,3-dimethyl-1-oxobutan-2-yl)amino)-7-oxoheptanoyl)-2,7-diazaspiro[3.5]nonane S1C=NC2=C1C=1C=CC(=CC1OC2)CC(=O)N[C@H]2N(C[C@@H](C2)O)C([C@H](C(C)(C)C)NC(CCCCCC(=O)N2CCC1(CNC1)CC2)=O)=O